4-((4-chlorophenyl)sulfonamido)-1-methyl-3-(1,4-dioxaspiro[4.5]decan-8-yl)-1H-pyrazole-5-carboxylic acid ClC1=CC=C(C=C1)S(=O)(=O)NC=1C(=NN(C1C(=O)O)C)C1CCC2(OCCO2)CC1